4-amino-2-methyl-2H-[1,2,3]triazolo[4,5-C]quinoline-8-carboxylic acid methyl-4-amino-2-methyl-2H-[1,2,3]triazolo[4,5-C]quinoline-8-carboxylate COC(=O)C1=CC=2C=3C(C(=NC2C=C1)N)=NN(N3)C.NC3=NC=1C=CC(=CC1C=1C3=NN(N1)C)C(=O)O